COC1=CC=CC=2N=C(OC21)[C@H]2N(CCC1=C2N=CN1)C(=O)C1=CC=NN1C (S)-(4-(7-methoxybenzo[d]oxazol-2-yl)-6,7-dihydro-1H-imidazo[4,5-c]pyridin-5(4H)-yl)(1-methyl-1H-pyrazol-5-yl)methanone